methyl 3-(((2-(2-(2,6-dioxopiperidin-3-yl)-1-oxoisoindolin-5-yl)pyridin-4-yl)methyl) amino)propanoate O=C1NC(CCC1N1C(C2=CC=C(C=C2C1)C1=NC=CC(=C1)CNCCC(=O)OC)=O)=O